FC=1C=C(C=CC1)C(\C=C\C1=NC(=C(N=C1C)C)C)=O (E)-1-(3-fluorophenyl)-3-(3,5,6-trimethylpyrazin-2-yl)-2-propen-1-one